C(C)(C)(C)OC(=O)N[C@@H]1CC[C@H](CC1)CCN1CCN(CC1)C1=C(C(=CC=C1)Cl)Cl trans-N-tert-butoxycarbonyl-4-{2-[4-(2,3-dichlorophenyl)-piperazin-1-yl]ethyl}-cyclohexylamine